1-((2-(((1R,5S,6r)-3-oxabicyclo[3.1.0]hexan-6-yl)amino)pyridin-4-yl)methyl)-5,5-dimethyl-3-(1'-(methylsulfonyl)spiro[cyclobutane-1,3'-indolin]-6'-yl)imidazolidine-2,4-dione [C@H]12COC[C@@H]2C1NC1=NC=CC(=C1)CN1C(N(C(C1(C)C)=O)C1=CC=C2C3(CN(C2=C1)S(=O)(=O)C)CCC3)=O